C(C)S(=O)(=O)C=1C=C(C=NC1C1=NC=2N(C=C1)N=C(C2)C(F)(F)F)C2(CC2)C#N 1-(5-(ethylsulfonyl)-6-(2-(trifluoromethyl)pyrazolo[1,5-a]pyrimidin-5-yl)pyridin-3-yl)cyclopropane-1-carbonitrile